O.N[C@H](CC(N)=O)C(=O)O R-asparagine monohydrate